4-((1r,5s)-8-methyl-3,8-diazabicyclo[3.2.1]oct-3-yl)aniline CN1[C@H]2CN(C[C@@H]1CC2)C2=CC=C(N)C=C2